FC=1C(=C(OC=2N=NC(=C(C2C(=O)NC=2C=NC=CC2)C)C(F)(F)F)C=CC1F)OC 3-(3,4-difluoro-2-methoxy-phenoxy)-5-methyl-N-(3-pyridinyl)-6-(trifluoromethyl)pyridazine-4-carboxamide